ON1C(CCC1)=O N-hydroxypyrrolidone